BrC=1C=C(C2=C(N=C(O2)C=2C(=C(C=CC2)C2=C(C(=CC=C2)NC(=O)C=2N(C3=C(CN(CC3)C)N2)C)Cl)C)C1)C#N N-(3'-(5-bromo-7-cyanobenzo[d]oxazol-2-yl)-2-chloro-2'-methyl-[1,1'-biphenyl]-3-yl)-1,5-dimethyl-4,5,6,7-tetrahydro-1H-imidazo[4,5-c]pyridine-2-carboxamide